COC=1C=C(OC=2C3=C(N=CN2)C=CS3)C=C(C1)N1N=CC=C1 4-(3-methoxy-5-(1H-pyrazol-1-yl)phenoxy)thieno[3,2-d]pyrimidine